O=C([C@H](O)[C@@H](O)[C@@H](O)[C@H](O)C(=O)[O-])[O-].[K+].[Na+] sodium potassium galactarate